4-amino-7-fluoro-N,3-dimethyl-N-((5R)-2-(trifluoromethyl)-5,6,7,8-tetrahydro-5-quinolinyl)-3H-pyrazolo[3,4-c]quinoline-8-carboxamide NC1=NC=2C=C(C(=CC2C2=C1N(N=C2)C)C(=O)N([C@H]2C=1C=CC(=NC1CCC2)C(F)(F)F)C)F